C1(=CC=CC=C1)CS(=O)(=O)OC1=C(O[C@](C1=O)([2H])C1=C(C=CC=C1)F)N (R)-2-amino-5-(2-fluorophenyl)-4-oxo-4,5-dihydrofuran-3-yl-5-d phenylmethanesulfonate